N-(4-(4-amino-7-(1,1,1-trifluoropropan-2-yl)imidazo[5,1-f][1,2,4]triazin-5-yl)-3-ethoxy-5-fluorobenzyl)-5-fluoro-2-methoxybenzamide NC1=NC=NN2C1=C(N=C2C(C(F)(F)F)C)C2=C(C=C(CNC(C1=C(C=CC(=C1)F)OC)=O)C=C2F)OCC